((5-nitro-1-p-toluenesulfonyl-1H-pyrrolo[2,3-b]pyridin-4-yl)amino)-6-azaspiro[2.5]octane-1-carbonitrile [N+](=O)([O-])C=1C(=C2C(=NC1)N(C=C2)S(=O)(=O)C2=CC=C(C)C=C2)NC2(CC21CCNCC1)C#N